P(=O)(OC(C)(C)C)(OC(C)(C)C)OCN1C=C(C=2C1=NC=C(C2)N2CCOCC2)C2=CC(N(C=C2)CC2=CC(=CC(=C2)F)Br)=O Di-tert-butyl (3-(1-(3-bromo-5-fluorobenzyl)-2-oxo-1,2-dihydropyridin-4-yl)-5-morpholino-1H-pyrrolo[2,3-b]pyridin-1-yl)methyl phosphate